CC1=NC(=CC=C1N1CCN(CC1)CC=1C=C2NC(C=3N(C2=CC1)N=CC3)=O)C(NC3CC3)=O 7-((4-(2-methyl-6-(cyclopropylcarbamoyl)pyridin-3-yl)piperazin-1-yl)methyl)pyrazolo[1,5-a]quinoxalin-4(5H)-one